6-Chloro-1-(2-chlorophenyl)-7-cyclopropylquinazoline-2,4(1H,3H)-dione ClC=1C=C2C(NC(N(C2=CC1C1CC1)C1=C(C=CC=C1)Cl)=O)=O